7-bromo-N-(2-methoxyethyl)isoquinolin-3-amine BrC1=CC=C2C=C(N=CC2=C1)NCCOC